7-methoxy-2-methyl-2H-indazol-5-amine HCl salt Cl.COC1=CC(=CC2=CN(N=C12)C)N